6-[(5'S,7a'R)-3'-oxo-5'-phenyltetrahydro-1H,3'H-spiro[piperidine-4,2'-pyrrolo[2,1-b][1,3]oxazol]-1-yl]pyridine-2-carbonitrile O=C1N2[C@H](OC13CCN(CC3)C3=CC=CC(=N3)C#N)CC[C@H]2C2=CC=CC=C2